FC=1C(=C(C=CC1F)[C@H]1[C@@H](O[C@]([C@H]1C)(C(F)(F)F)C)C1=CC(C(=C(N1)C)C(=O)OCC)=O)OC ethyl 6-((2R,3S,4S,5R)-3-(3,4-difluoro-2-methoxyphenyl)-4,5-dimethyl-5-(trifluoromethyl)tetrahydrofuran-2-yl)-2-methyl-4-oxo-1,4-dihydropyridine-3-carboxylate